C(C1=CC=CC=C1)N1CC=2C(N=C3N(C2CC1)CCN3CC)=O 7-benzyl-3-ethyl-2,3,6,7,8,9-hexahydroimidazo[1,2-a]pyrido[3,4-e]pyrimidin-5(1H)-one